CC=1N(N=C2[C@H](CCCC12)C)CC(=O)N1[C@@H](CCC1)C1=C(C(=CC=C1)OC)C 2-[(7S)-3,7-dimethyl-4,5,6,7-tetrahydroindazol-2-yl]-1-[(2S)-2-(3-methoxy-2-methyl-phenyl)pyrrolidin-1-yl]ethanone